1-bromo-4-pentafluoroethyl-benzene BrC1=CC=C(C=C1)C(C(F)(F)F)(F)F